C1(NNC=2C(=NC=3C=CC=CC3C21)N)=O 2H-pyrazolo[3,4-c]quinolone-4-amine